ClC=1C=C(OCC(=O)O)C=C(C1CC1=CC(=C(C=C1)O)C1=CC(=CC(=C1)F)F)Cl 2-[3,5-dichloro-4-[[3-(3,5-difluorophenyl)-4-hydroxy-phenyl]methyl]phenoxy]acetic acid